ethyl (2S)-2-[tert-butyl(dimethyl)silyl]oxy-3-(2-hydroxyphenyl)propanoate [Si](C)(C)(C(C)(C)C)O[C@H](C(=O)OCC)CC1=C(C=CC=C1)O